4-(2-(2,5-dioxo-2,5-dihydro-1H-pyrrol-1-yl)acetamido)-48,49,50,51,52-pentahydroxy-5,8,11,14,17,45-hexaoxo-21,24,27,30,33,36,39,42-octaoxa-6,9,12,15,18,46-hexaazadopentacontanoic acid O=C1N(C(C=C1)=O)CC(=O)NC(CCC(=O)O)C(NCC(NCC(NCC(NCC(NCCOCCOCCOCCOCCOCCOCCOCCOCCC(NCC(C(C(C(CO)O)O)O)O)=O)=O)=O)=O)=O)=O